ClC1=C(C=C(C=2C(=C3N(C12)CC[C@@H]3NC(C)=O)C=3C=NNC3)OCC#N)Cl (S)-N-(5,6-dichloro-8-(cyanomethoxy)-9-(1H-pyrazol-4-yl)-2,3-dihydro-1H-pyrrolo[1,2-a]indol-1-yl)acetamide